C12CC(CC(CC1)N2)OC=2C=C1C(=NC=NC1=CC2)NC2=C(C(=C(C=C2)OC2=CC1=C(N(C=N1)C)C=C2)C)F 6-((endo-8-Azabicyclo[3.2.1]octan-3-yl)oxy)-N-(2-fluoro-3-methyl-4-((1-methyl-1H-benzo[d]imidazol-5-yl)oxy)phenyl)-quinazolin-4-amine